CN(C(C1=C(C(C(=O)N)=CC(C(=O)N)=C1)CC)=O)C N,N-dimethylethyl-trimesamide